3-benzyl-1-(trans-4-((5-cyano-4-((5-oxopyrrolidin-3-yl)amino)pyrimidin-2-yl)amino)-cyclohexyl)-1-(5-(1-methyl-1H-pyrazol-4-yl)pyridin-2-yl)urea C(C1=CC=CC=C1)NC(N(C1=NC=C(C=C1)C=1C=NN(C1)C)[C@@H]1CC[C@H](CC1)NC1=NC=C(C(=N1)NC1CNC(C1)=O)C#N)=O